C(C)(C)(C)NC(C(=O)N1CC2(COC2)C[C@@H]1C(=O)N[C@@H](C[C@H]1C(NCC1)=O)C(COC(F)(F)F)=O)=O (R)-6-(2-(tert-butylamino)-2-oxoacetyl)-N-((S)-3-oxo-1-((S)-2-oxopyrrolidin-3-yl)-4-(trifluoromethoxy)butan-2-yl)-2-oxa-6-azaspiro[3.4]octane-7-carboxamide